ClC1=CC=C(C(=N1)C=1C=CC(=C(C=O)C1)B1OC(C(O1)(C)C)(C)C)NC(C)C=1C=C(C=C2C(C(=C(OC12)C(C)C)C)=O)C 5-[6-chloro-3-[1-(2-isopropyl-3,6-dimethyl-4-oxo-chromen-8-yl)ethylamino]-2-pyridyl]-2-(4,4,5,5-tetramethyl-1,3,2-dioxaborolan-2-yl)benzaldehyde